C1=CC=CC=2C3=CC=CC=C3C(C12)COC(=O)N[C@H](C(=O)OC(C)(C)C)CC=1C=NC(=CC1)OCCNC(C)=O tert-butyl (S)-2-((((9H-fluoren-9-yl) methoxy)carbonyl)amino)-3-(6-(2-acetamidoethoxy)pyridin-3-yl)propanoate